C1(CC1)C1=NC=NC(=C1C1=NC(=CC(=N1)C(=O)OC)OCC1=CC=C(C=C1)C=1N(C=C(N1)C(F)(F)F)C1CC1)OC methyl 2-(4-cyclopropyl-6-methoxy-pyrimidin-5-yl)-6-[[4-[1-cyclopropyl-4-(trifluoromethyl)imidazol-2-yl]phenyl]methoxy]pyrimidine-4-carboxylate